C(C)[C@H]1[C@H](NC([C@H]1F)=O)COC1=CC=NC2=CC(=C(C=C12)OC)C(=O)N 4-{[(2s,3s,4s)-3-ethyl-4-fluoro-5-oxopyrrolidin-2-yl]methoxy}-6-methoxyquinoline-7-carboxamide